C[N+]1=C(C=C(C=C1C)C)C 1,2,4,6-tetramethyl-pyridinium